(S)-N1-(3-fluorophenethyl)-N2-(5-methyl-4-oxo-7-(3-(3-oxopiperazin-1-yl)prop-1-yn-1-yl)-2,3,4,5-tetrahydrobenzo[b][1,4]oxazepin-3-yl)oxalamide FC=1C=C(CCNC(C(=O)N[C@@H]2C(N(C3=C(OC2)C=CC(=C3)C#CCN3CC(NCC3)=O)C)=O)=O)C=CC1